NC([C@H](CCC(=O)OC(C)(C)C)N1C(C2=CC=C(C=C2C1)C(CO)O)=O)=O tert-butyl (4S)-5-amino-4-[5-(1,2-dihydroxyethyl)-1-oxo-isoindolin-2-yl]-5-oxo-pentanoate